N-(2,3-dihydrobenzo[b][1,4]dioxin-6-yl)-2-bromoacetamide O1C2=C(OCC1)C=C(C=C2)NC(CBr)=O